N1=CC=CC=2CCCC(C12)N 5,6,7,8-tetrahydroquinolin-8-amine